FC=1C(=C(C=C(C1OC)F)C=1C=NC=2CCN(CC2C1)C=1C(=CC=2N(N1)C(C=CN2)=O)C)C 7-(3-(3,5-difluoro-4-methoxy-2-methylphenyl)-7,8-dihydro-1,6-naphthyridin-6(5H)-yl)-8-methyl-4H-pyrimido[1,2-b]pyridazin-4-one